CCCCC/C=C\C/C=C\CCCCCCCCCCCC(=O)OC[C@H](COP(=O)([O-])OCC[N+](C)(C)C)O 1-(13Z,16Z-docosadienoyl)-glycero-3-phosphocholine